1,4-dimethyl-3-[2-[(2-methylpropan-2-yl)oxycarbonylamino]ethoxy]-5,7-dihydrocyclopenta[c]pyridine-6,6-dicarboxylic acid dimethyl ester COC(=O)C1(CC2=C(C(=NC(=C2C)OCCNC(=O)OC(C)(C)C)C)C1)C(=O)OC